BrC1=CC=C(OC2=CC=C(C(=N2)C(F)(F)F)C(CN2N=CN=C2)(C)O)C=C1 2-[6-(4-bromo-phenoxy)-2-(trifluoromethyl)-3-pyridyl]-1-(1,2,4-triazol-1-yl)propan-2-ol